imidazolyl dithioformate C(=S)SC=1NC=CN1